CC1=C(C=O)C=CC=C1OC 2-methyl-3-methoxybenzaldehyde